titanium 1,3-propanedioxybis(ethyl acetoacetate) C(CCOC(C(CC(=O)[O-])=O)CC)OC(C(CC(=O)[O-])=O)CC.[Ti+4].C(CCOC(C(CC(=O)[O-])=O)CC)OC(C(CC(=O)[O-])=O)CC